trans-[4-(2,5-Dimethyl-pyridin-4-ylmethyl)-cyclohexyl]-[(S)-3-(6-methyl-pyridin-3-yl)-isoxazolidin-2-yl]-methanone CC1=NC=C(C(=C1)C[C@@H]1CC[C@H](CC1)C(=O)N1OCC[C@H]1C=1C=NC(=CC1)C)C